3-(2-chloro-2-oxoacetyl)-1H-indole-6-carboxylic acid methyl ester COC(=O)C1=CC=C2C(=CNC2=C1)C(C(=O)Cl)=O